F[B-](F)(F)F.C(CCCCCCCCC)N1C(N(C=C1)C)C 1-decyl-2,3-dimethyl-1H-imidazole tetrafluoroborate